5-(3-chloroimidazo[1,2-a]pyrimidin-6-yl)-N-(cis-3-methoxycyclobutyl)pyrrolo[2,1-f][1,2,4]triazin-2-amine ClC1=CN=C2N1C=C(C=N2)C=2C=CN1N=C(N=CC12)N[C@@H]1C[C@@H](C1)OC